N[C@H]1C2N(CC1CC2)C(=O)C2=CC1=C(C(=C(O1)C=1N(C3=CC(=CC=C3C1)C1=CC(=NC=C1)OC)CC1CC1)C)C=C2 ((7R)-7-amino-2-azabicyclo[2.2.1]hept-2-yl)(2-(1-(cyclopropylmethyl)-6-(2-methoxypyridin-4-yl)-1H-indol-2-yl)-3-methylbenzofuran-6-yl)methanone